(5-methoxypyridin-2-yl)ethan-1-amine COC=1C=CC(=NC1)C(C)N